azocyanamide N(=NNC#N)NC#N